(3S)-butane-1,3-diol C(C[C@H](C)O)O